2-(4-Nitrophenyl)-1,4-oxazepin-5-one [N+](=O)([O-])C1=CC=C(C=C1)C1OC=CC(N=C1)=O